C1CC12CCN(CC2)C(=O)N[C@H]2[C@H](CN(CC2)C([C@@H](CCCCNC(OC(C)(C)C)=O)NC2CCCCC2)=O)C(NCC=2SC=CC2)=O tert-butyl ((R)-6-((3S,4R)-4-(6-azaspiro[2.5]octane-6-carboxamido)-3-((thiophen-2-ylmethyl)carbamoyl)piperidin-1-yl)-5-(cyclohexylamino)-6-oxohexyl)carbamate